(1R,3S,4R)-2-((S)-2-((3-chlorophenyl)amino)-3-cyclopropylpropanoyl)-N-((S)-1-cyano-2-((R)-2-oxopiperidin-3-yl)ethyl)-5,5-difluoro-2-azabicyclo[2.2.2]octane-3-carboxamide ClC=1C=C(C=CC1)N[C@H](C(=O)N1[C@H]2CC([C@@H]([C@H]1C(=O)N[C@@H](C[C@@H]1C(NCCC1)=O)C#N)CC2)(F)F)CC2CC2